6-bromo-N-(thiophen-2-ylmethyl)-2,3,4,9-tetrahydro-1H-carbazol-1-amine BrC=1C=C2C=3CCCC(C3NC2=CC1)NCC=1SC=CC1